NC1=C2C=CC=C(C2=CC=C1)O 5-amino-naphthol